FC=1C=C2C=CC(=NC2=CC1)OC 6-fluoro-2-methoxyquinolin